(4-(1H-inden-2-yl)phenyl)dimethylsulfonium trifluoromethanesulfonate FC(S(=O)(=O)[O-])(F)F.C1C(=CC2=CC=CC=C12)C1=CC=C(C=C1)[S+](C)C